ClC=1C=C2C(=NC=NC2=C(C1)C#N)N1CCNCC1 6-chloro-4-(piperazin-1-yl)quinazolin-8-carbonitrile